ClC(C1=C(N=CN1CC)[N+](=O)[O-])Cl 5-(dichloromethyl)-1-ethyl-4-nitro-1H-imidazole